C(#N)CCCS(=O)(=O)N1CCC(=CC1)C1=C2C(=NC(=C1)NC(=O)C1CC1)NC=C2 N-(4-(1-((3-cyanopropyl)sulfonyl)-1,2,3,6-tetrahydropyridin-4-yl)-1H-pyrrolo[2,3-b]pyridin-6-yl)cyclopropylcarboxamide